2-(4-methanesulfonylpiperidin-1-yl)pyrimidine CS(=O)(=O)C1CCN(CC1)C1=NC=CC=N1